C(#N)C=1C=C2CCC(C2=CC1)=NS(=O)C(C)(C)C N-(5-cyano-2,3-dihydro-1H-inden-1-ylidene)-2-methylpropan-2-sulfinamide